2-fluoro-6-[(4-methylbenzyl)amino]-9-(tetrahydrofuran-2-yl)-9H-purine FC1=NC(=C2N=CN(C2=N1)C1OCCC1)NCC1=CC=C(C=C1)C